3-(3-cyanophenyl)-2-[9H-fluoren-9-ylmethoxycarbonyl(methyl)amino]propanoic acid C(#N)C=1C=C(C=CC1)CC(C(=O)O)N(C)C(=O)OCC1C2=CC=CC=C2C=2C=CC=CC12